C(CCCCCCCCCCC)(=O)OO.C(C1=CC=CC=C1)(=O)OOC(C1=CC=CC=C1)=O benzoyl peroxide peroxylaurate